chromium chromite [Cr](=O)([O-])[O-].[Cr+3].[Cr](=O)([O-])[O-].[Cr](=O)([O-])[O-].[Cr+3]